2-((3R,6S)-3-(2-amino-3-(pyridin-3-yl)propanamido)-2-hydroxy-1,2-oxaborinan-6-yl)acetic acid NC(C(=O)N[C@@H]1B(O[C@@H](CC1)CC(=O)O)O)CC=1C=NC=CC1